2-isobutyl-4-methyl-tetrahydro-2H-pyran-4-ol C(C(C)C)C1OCCC(C1)(O)C